D-glucuronic acid hydrate O.O=C[C@H](O)[C@@H](O)[C@H](O)[C@H](O)C(=O)O